FC1=CC=C2C=C(C=C(C2=C1C#C[Si](C(C)C)(C(C)C)C(C)C)N)OCOC 7-fluoro-3-(methoxymethoxy)-8-[2-(triisopropylsilyl)ethynyl]naphthalen-1-amine